N-(2-(benzo[d]thiazol-2-yl)phenyl)-4-(butylamino)-2,3,5,6-tetrafluorobenzamide S1C(=NC2=C1C=CC=C2)C2=C(C=CC=C2)NC(C2=C(C(=C(C(=C2F)F)NCCCC)F)F)=O